ClC1=C(C=CC=C1C1=C(C(=CC=C1)NC=1C2=C(N=C(N1)C)C=CC=N2)Cl)NC(=O)C2=NN1C([C@@H](CCC1)N1CC(C1)C(=O)OC)=C2 methyl 1-[(4R)-2-[[2-chloro-3-[2-chloro-3-[(2-methylpyrido[3,2-d]pyrimidin-4-yl)amino]phenyl]phenyl]carbamoyl]-4,5,6,7-tetrahydropyrazolo[1,5-a]pyridin-4-yl]azetidine-3-carboxylate